(S)-1-(3-(Furan-3-yl)-1-(6-(3-methoxytetrahydrofuran-3-yl)-4-methylpyridin-2-yl)-1H-pyrazolo[4,3-c]pyridine-6-yl)urea O1C=C(C=C1)C1=NN(C2=C1C=NC(=C2)NC(=O)N)C2=NC(=CC(=C2)C)[C@@]2(COCC2)OC